CC1=C(C=CC(=C1)C)N=CN(C=NC1=C(C=C(C=C1)C)C)C 1,5-bis(2,4-dimethylphenyl)-3-methyl-1,3,5-triazapentadien